FC1=C(NCC=2N=C(OC2)\C=C\C2=CC=C(C=C2)C(F)(F)F)C=CC=C1 (E)-2-fluoro-N-((2-(4-(trifluoromethyl)styryl)oxazol-4-yl)methyl)aniline